Cl.N[C@@H](C(=O)NC=1C=C(C=2N(C1)C(=C(N2)C)C)NCC2=C(C=CC=C2C)C)C (R)-2-amino-N-(8-((2,6-dimethylbenzyl)amino)-2,3-dimethylimidazo[1,2-a]pyridin-6-yl)propanamide hydrochloride